[B](F)F.FC=1C=C(C=CC1)C(CC(=O)C=1SC=CC1)=O 1-(3-fluorophenyl)-3-(thiophen-2-yl)propane-1,3-dione boron difluoride